(3-(difluoromethyl)-1-(2-azaspiro[3.5]nonan-7-yl)-1H-pyrazol-4-yl)-5-morpholinylpyrazol FC(C1=NN(C=C1C1=NNC(=C1)N1CCOCC1)C1CCC2(CNC2)CC1)F